FC(COC(C(=O)Cl)=O)(F)F.C(#N)C=1C=CC(=NC1)CN(C(C(=O)OCC(F)(F)F)=O)C(C)C1=NC=CC=N1 2,2,2-trifluoroethyl 2-(((5-cyanopyridin-2-yl)methyl)(1-(pyrimidin-2-yl)ethyl)amino)-2-oxoacetate 2,2,2-Trifluoroethyl-2-chloro-2-oxo-acetate